4-(3,5-dichlorophenyl)-8-oxo-5,8-dihydropyrido[3,2-d]pyrimidine-7-carboxylic acid methyl ester COC(=O)C=1C(C=2N=CN=C(C2NC1)C1=CC(=CC(=C1)Cl)Cl)=O